3-(4-fluoro-3-(trifluoromethyl)phenyl)-7-methyl-5-(2-oxo-2-(pyrrolidin-1-yl)ethyl)thieno[3,2-c]pyridin-4(5H)-one FC1=C(C=C(C=C1)C1=CSC2=C1C(N(C=C2C)CC(N2CCCC2)=O)=O)C(F)(F)F